CC1=C(C=NC=2OCCNC21)NC2=C(C(NC=C2)=O)C(=O)NC2=CC=C(C=C2)N2CCN(CC2)C=2C=NC=NC2 4-((8-methyl-2,3-dihydro-1H-pyrido[2,3-b][1,4]oxazin-7-yl)amino)-2-oxo-N-(4-(4-(pyrimidin-5-yl)piperazin-1-yl)phenyl)-1,2-dihydropyridine-3-carboxamide